COC(=O)[C@H]1NC[C@H](C1)C(C)C.ClC1=CC=CC2=C1C(=NO2)NS(=O)(=O)C2=CC=CC=C2 N-(4-chlorobenzo[d]isoxazol-3-yl)benzenesulfonamide methyl-(2S,4R)-4-isopropylpyrrolidine-2-carboxylate